2-Fluoroethyl 3-(1H-pyrazol-5-yl)-2-((((CIS)-4-(2,3,6-trifluorophenyl)cyclohexyl)oxy)methyl)-piperidine-1-carboxylate N1N=CC=C1C1C(N(CCC1)C(=O)OCCF)CO[C@@H]1CC[C@@H](CC1)C1=C(C(=CC=C1F)F)F